(R)-N-((S)-1-(thien-2-yl)-ethyl)-2-methylpropane-2-sulfinamide S1C(=CC=C1)[C@H](C)N[S@](=O)C(C)(C)C